(2-(4-(6-fluorobenzofuran-4-yl)piperazin-1-yl)ethyl)-3,4-dihydro-quinolin-2(1H)-one FC1=CC2=C(C=CO2)C(=C1)N1CCN(CC1)CCN1C(CCC2=CC=CC=C12)=O